N[C@@H]1[C@H](C2=CC=CC=C2C1)N(C=1C=C2CN(CC2=CC1)C1C(NC(CC1)=O)=O)C 5-(((1S,2S)-2-amino-2,3-dihydro-1H-inden-1-yl)(methyl)amino)-2-(2,6-dioxopiperidin-3-yl)isoindoline